O=C1NC(CCC1C1=NN(C2=C(C=CC=C12)N1CCC(CC1)CN1C2COCC1CN(C2)C(=O)OC(C)(C)C)C)=O tert-butyl 9-((1-(3-(2,6-dioxopiperidin-3-yl)-1-methyl-1H-indazol-7-yl) piperidin-4-yl) methyl)-3-oxa-7,9-diazabicyclo[3.3.1]nonane-7-carboxylate